[N-(4-Amino-5-benzoylthiazol-2-yl)-4-(trifluoromethoxy)anilino]propanamid NC=1N=C(SC1C(C1=CC=CC=C1)=O)N(C1=CC=C(C=C1)OC(F)(F)F)C(C(=O)N)C